C(C1=CC=CC=C1)(=O)[Ge](C)(C)C benzoyltrimethyl-german